C1#CC(CCCCCC1)C1C#CCCCCCC1 Bicyclononyn